C(CC(O)(C(=O)[O-])CC(=O)[O-])(=O)[O-].[Na+].[Na+].[Na+] sodium monocitrate